C(C)OCOC1=CC=C(C=C1)C(C)(CC(C)(C)C)C (ethoxymethoxy)-4-(2,4,4-trimethylpent-2-yl)benzene